C(C)(=O)N(N(C(=O)C1=C(C=C2N=C(C=3N(C2=C1)C=NC3)N)F)CC3=NN(C=C3)C3=C(C=C(C=C3)F)F)C N'-acetyl-4-amino-N-((1-(2,4-difluorophenyl)-1H-pyrazol-3-yl)methyl)-7-fluoro-N'-methylimidazo[1,5-a]quinoxaline-8-carbohydrazide